C(C)(C)(C)OC(=O)N1CCC(CC1)C1=NC(=NC=C1)N1[C@H]2CN(C[C@@H]1CC2)C2=C(N=NC(=C2)C2=C(C=CC(=C2)F)O)N.S(=O)(=O)(N[2H])N sulfamide-d tert-butyl-4-(2-((1R,5S)-3-(3-amino-6-(5-fluoro-2-hydroxyphenyl)pyridazin-4-yl)-3,8-diazabicyclo[3.2.1]octan-8-yl)pyrimidin-4-yl)piperidine-1-carboxylate